F[C@@H]1C[C@@]2(CCCN2C1)COC=1N=CC2=C(N1)C(=C(N=C2N2N(CCC2)C)C2=CC(=CC1=CC=C(C(=C21)C#C)F)O)F 4-(2-{[(2R,7aS)-2-fluoro-hexahydropyrrolizin-7a-yl]methoxy}-8-fluoro-5-(2-methylpyrazolidin-1-yl)pyrido[4,3-d]pyrimidin-7-yl)-5-ethynyl-6-fluoronaphthalen-2-ol